CC1=CC=CC(=N1)C=1N=C2N(C1C1=CC(=NC=C1)C1=NC3=C(N1)CN(C3)C(=O)N)CCC2 2-(4-(2-(6-Methylpyridin-2-yl)-6,7-dihydro-5H-pyrrolo[1,2-a]imidazol-3-yl)pyridin-2-yl)-4,6-dihydropyrrolo[3,4-d]imidazol-5(1H)-carboxamide